The molecule is a limonoid that is the benzoate ester of nimbocinol. It has been isolated from Azadirachta indica. It has a role as a plant metabolite. It is a cyclic terpene ketone, a member of furans, a limonoid, a tetracyclic triterpenoid and a benzoate ester. It derives from a nimbocinol. C[C@@]12CC[C@@H]3[C@]4(C=CC(=O)C([C@@H]4C[C@H]([C@]3(C1=CC(=O)[C@H]2C5=COC=C5)C)OC(=O)C6=CC=CC=C6)(C)C)C